FCOC=1C(=NC(=NC1OC)N(CC1=CC=C(C=C1)OC)CC1=CC=C(C=C1)OC)OC 5-(fluoromethoxy)-4,6-dimethoxy-N,N-bis[(4-methoxyphenyl)methyl]Pyrimidin-2-amine